CCCCCCCC\C=C/CCCCCCCCCCCCC cis-Tricos-9-ene